NC=1C(=NC2=C(C(=C(C=C2C1N[C@@H]1C[C@H](N(CC1)C(=O)OC(C)(C)C)CC#N)Cl)Br)F)O[C@@H](C)[C@H]1N(CCC1)C tert-butyl (2S,4S)-4-((3-amino-7-bromo-6-chloro-8-fluoro-2-((S)-1-((S)-1-methylpyrrolidin-2-yl)ethoxy)quinolin-4-yl)amino)-2-(cyanomethyl)piperidine-1-carboxylate